tert-butyl-3-(4-((3-carbamoyl-1-(2-chloro-6-fluorophenyl)-1H-pyrazol-4-yl)amino)benzamido)piperidine-1-carboxylate C(C)(C)(C)OC(=O)N1CC(CCC1)NC(C1=CC=C(C=C1)NC=1C(=NN(C1)C1=C(C=CC=C1F)Cl)C(N)=O)=O